3-(5-(4-((4'-fluoro-3,4,5,6-tetrahydro-[1,1'-biphenyl]-2-yl)methyl)piperazine-1-carbonyl)-1-oxoisoindolin-2-yl)piperidine-2,6-dione FC1=CC=C(C=C1)C1=C(CCCC1)CN1CCN(CC1)C(=O)C=1C=C2CN(C(C2=CC1)=O)C1C(NC(CC1)=O)=O